BrC=1C(=C(C=CC1F)NS(=O)(=O)C=1C(=NC=CC1)C(F)(F)F)F N-(3-bromo-2,4-difluorophenyl)-2-(trifluoromethyl)pyridine-3-sulfonamide